C(C)OC=1C=C(C=CC1OC)[C@@H](CS(=O)(=O)C)N1C(C2=CC=CC(=C2C1=O)N1CCNCC1)=O 2-[(1S)-1-(3-ethoxy-4-methoxyphenyl)-2-methylsulfonylethyl]-4-piperazin-1-yl-isoindoline-1,3-dione